ClC1=C(C=C(C=C1)F)C1NC(C2=C1C(=CC1=C(N(N=C21)C)CC(F)F)C2=C(C1=CC=CC=C1C=C2F)C(=O)N)=O [6-(2-chloro-5-fluorophenyl)-3-(2,2-difluoroethyl)-2-methyl-8-oxo-7,8-dihydro-6H-pyrrolo[4,3-g]indazol-5-yl]-3-fluoronaphthalene-1-carboxamide